2-(2-oxo-2-(p-tolyl)ethoxy)isoindole-1,3-dione O=C(CON1C(C2=CC=CC=C2C1=O)=O)C1=CC=C(C=C1)C